(S)-6-(2,3-difluoro-5-(2-(4-methylmorpholin-3-yl)ethyl)phenethyl)-4-methylpyridin-2-amine FC1=C(CCC2=CC(=CC(=N2)N)C)C=C(C=C1F)CC[C@@H]1N(CCOC1)C